6-Chloro-N-[6-(difluoromethoxy)-2-methoxy-3-pyridyl]-1H-pyrrolo[2,3-b]pyridin-3-sulfonamid ClC1=CC=C2C(=N1)NC=C2S(=O)(=O)NC=2C(=NC(=CC2)OC(F)F)OC